triphenyldisiloxane C1(=CC=CC=C1)[Si](O[SiH3])(C1=CC=CC=C1)C1=CC=CC=C1